Pyrido[3,2-d]Pyrimidin-2-one N1C(N=CC2=C1C=CC=N2)=O